C(#N)C=1C=NN2C1C(=NC(=C2)C=2C=NN(C2)C2CCC(CC2)=O)C=2C=CC(=NC2)N2CCC(CC2)(C(=O)NC2CCC2)CC 1-[5-[3-cyano-6-[1-(4-oxocyclohexyl)pyrazol-4-yl]pyrazolo[1,5-a]pyrazin-4-yl]-2-pyridyl]-N-cyclobutyl-4-ethyl-piperidine-4-carboxamide